ClC1=C(C(=CC(=C1)C#N)Cl)NC=1N(C2=NC(=NC=C2N1)NC1CC(C1)(F)F)C1CCC(CC1)(C(=O)N)C (1s,4s)-4-(8-(2,6-dichloro-4-cyanophenylamino)-2-(3,3-difluorocyclobutylamino)-9H-purin-9-yl)-1-methylcyclohexanecarboxamide